(-)-MALIC ACID C([C@@H](C(=O)O)O)C(=O)O